(R)-7-(3-chloro-4-fluorophenyl)-8-((3-hydroxy-2-(methoxymethoxy)propyl)thio)-6-(trifluoromethyl)quinazoline-2,4(1H,3H)-dione ClC=1C=C(C=CC1F)C1=C(C=C2C(NC(NC2=C1SC[C@@H](CO)OCOC)=O)=O)C(F)(F)F